Caffein Acetate C(C)(=O)O.N1(C)C(=O)N(C)C=2N=CN(C)C2C1=O